(E)-5-[2-(5-fluoro-3-chloropyridin-2-yl)vinyl]-2-isopropylphenol FC=1C=C(C(=NC1)/C=C/C=1C=CC(=C(C1)O)C(C)C)Cl